N-[3-(4-methoxyquinolin-6-yl)phenyl]prop-2-enamide COC1=CC=NC2=CC=C(C=C12)C=1C=C(C=CC1)NC(C=C)=O